FC1=C2CCNC2=CC=C1C1=CN(C=2N=CN=C(C21)N)CCOC 5-(4-fluoroindolin-5-yl)-7-(2-methoxyethyl)-7H-pyrrolo[2,3-d]pyrimidin-4-amine